N,N'-(2-azidobicyclo[2.2.2]octane-1,4-diyl)bis[2-(4-chloro-3-fluorophenoxy)acetamide] N(=[N+]=[N-])C1C2(CCC(C1)(CC2)NC(COC2=CC(=C(C=C2)Cl)F)=O)NC(COC2=CC(=C(C=C2)Cl)F)=O